C(C(O)C)(=O)O.C(C(C)O)O propylene glycol monolactate